OC[C@H](C1=CC=CC=C1)NC1=NC(=NC=C1C1=NC(=NO1)C12CCN(CC1)CC2)NC=2C=C1[C@@H]([C@H](OC(C1=CC2)=O)C)C (3R,4S)-6-((4-(((S)-2-hydroxy-1-phenylethyl)amino)-5-(3-(quinuclidin-4-yl)-1,2,4-oxadiazol-5-yl)pyrimidin-2-yl)amino)-3,4-dimethylisochroman-1-one